4-methoxyphenylacethydrazide COC1=CC=C(C=C1)CC(=O)NN